ethylene glycol bis(trifluoroethyl) ether FC(COCCOCC(F)(F)F)(F)F